lead formamidinium C(=[NH2+])N.[Pb+2]